1-((2R,4aS,4bR,6aS,7S,7aS,8aR,8bR,8cR,10aR)-2-hydroxy-2,6a-dimethyloctadecahydrocyclopropa[4,5]cyclopenta[1,2-a]phenanthren-7-yl)-2-(2H-tetrazol-2-yl)ethan-1-one O[C@@]1(CC[C@@H]2[C@H]3CC[C@]4([C@H]([C@@H]3CC[C@@H]2C1)[C@H]1[C@@H]([C@@H]4C(CN4N=CN=N4)=O)C1)C)C